OC[C@@]1(CN(CC1)C(=O)OC(C)(C)C)C (s)-tert-butyl 3-(hydroxymethyl)-3-methylpyrrolidine-1-carboxylate